tert-butyl 4-[7-([2-fluoro-4-[3-(hydroxymethyl)pyrazol-1-yl]phenyl]amino)-1,6-naphthyridin-2-ylsulfonyl]piperidine-1-carboxylate FC1=C(C=CC(=C1)N1N=C(C=C1)CO)NC1=NC=C2C=CC(=NC2=C1)S(=O)(=O)C1CCN(CC1)C(=O)OC(C)(C)C